4-cyano-4-(phenylcarbonyl-thio)pentanoic acid C(#N)C(CCC(=O)O)(C)SC(=O)C1=CC=CC=C1